BrC=1SC=C(N1)C1(CCOCC1)C(=O)OC Methyl 4-(2-bromothiazol-4-yl)tetrahydro-2H-pyran-4-carboxylate